3-[[7-Amino-8-(7-fluoro-1H-indazol-4-yl)-3-methyl-6-oxo-5H-1,5-naphthyridin-2-yl]oxy]cyclobutanecarbonitrile NC=1C(NC=2C=C(C(=NC2C1C1=C2C=NNC2=C(C=C1)F)OC1CC(C1)C#N)C)=O